hexaisobutyl-hexaallylcyclohexasiloxane C(C(C)C)[Si]1(O[Si](O[Si](O[Si](O[Si](O[Si](O1)(CC=C)CC(C)C)(CC=C)CC(C)C)(CC=C)CC(C)C)(CC=C)CC(C)C)(CC=C)CC(C)C)CC=C